N-(2-hydroxy-1-(3-(trifluoromethyl)phenyl)ethyl)-1-(5-methyl-2-((tetrahydro-2H-pyran-4-yl)amino)pyrimidin-4-yl)-1H-imidazole-4-carboxamide OCC(C1=CC(=CC=C1)C(F)(F)F)NC(=O)C=1N=CN(C1)C1=NC(=NC=C1C)NC1CCOCC1